NC=1N=CC(=NC1OC(C)C1=C(C(=CC=C1Cl)F)Cl)C=1C=C(C=CC1)C(=O)N1C[C@H](CC1)N (3-{5-amino-6-[1-(2,6-dichloro-3-fluoro-phenyl)-ethoxy]-pyrazin-2-yl}-phenyl)-[(3S)-3-amino-pyrrolidin-1-yl]-methanone